C1(CC1)C=1C=NC(=NC1)N1C[C@H]([C@@H](CC1)N1C([C@@H](CC1)OC[C@H]1NCCC1)=O)O (R)-1-((3R,4R)-1-(5-cyclopropylpyrimidin-2-yl)-3-hydroxypiperidin-4-yl)-3-(((S)-pyrrolidin-2-yl)methoxy)pyrrolidin-2-one